C(C)N1C(C=2N=CC(=C(C3=CN4C(C(OCCCCCNC1=O)=N3)=NC=N4)C2)OC)C(F)(F)F 13-ethyl-8-methoxy-12-(trifluoromethyl)-12,13,15,16,17,18,19,20-octahydro-14H-6,22-(azeno)-11,7-(metheno)[1,2,4]triazolo[5,1-c][1,4,10,13,15]oxatetra-azacycloicosin-14-one